3-[(4R*,5R*)-5-(dimethylaminomethyl)-2,2-dimethyltetrahydropyran-4-yl]Phenol CN(C)C[C@H]1[C@@H](CC(OC1)(C)C)C=1C=C(C=CC1)O |o1:4,5|